FC1=C(C(=O)NCC2CCC(CC2)N2N=C3C=C(C=CC3=C2)C2=CC=C3C(=N2)CN(C3)C(=O)OC(C)(C)C)C=C(C(=C1F)OCC1=CC=C(C=C1)OC)F tert-butyl 2-{2-[(1r,4r)-4-({2,3,5-trifluoro-4-[(4-methoxyphenyl)methoxy]benzamido}methyl)cyclohexyl]-2H-indazol-6-yl}-5,7-dihydro-6H-pyrrolo[3,4-b]pyridine-6-carboxylate